trans-2-[4-[4-(4-Chlorophenyl)-5-(1,2,4-triazol-1-ylmethyl)-1,2,4-triazol-3-yl]cyclohexyl]oxypyridin ClC1=CC=C(C=C1)N1C(=NN=C1CN1N=CN=C1)[C@@H]1CC[C@H](CC1)OC1=NC=CC=C1